octahydro-2H-pyrrolo[3,4-c]pyridine-2-carboxylate C1N(CC2CNCCC21)C(=O)[O-]